C(C)(C)(C)OC(=O)N[C@@H]1C[C@@H](OC1)C1=C(C(N=C(N1)C=1SC=CN1)C1=C(C(=CC=C1)F)Cl)C(=O)OCC (cis)-Ethyl 6-(4-((tert-butoxycarbonyl)amino)tetrahydrofuran-2-yl)-4-(2-chloro-3-fluorophenyl)-2-(thiazol-2-yl)-1,4-dihydropyrimidine-5-carboxylate